(R)-(3-(3,4-dichlorophenyl)-3-(3-(4-(methylamino)-4-phenylpiperidin-1-yl)propyl)piperidin-1-yl)(phenyl)methanone ClC=1C=C(C=CC1Cl)[C@@]1(CN(CCC1)C(=O)C1=CC=CC=C1)CCCN1CCC(CC1)(C1=CC=CC=C1)NC